N1N=NC2=C1C=NC(=N2)N triazolo-pyrimidylamine